The molecule is a hydroxamic acid that is the amide of methionine hydroxylated at the amidic nitrogen. It has a role as an EC 6.1.1.* (ligases forming aminoacyl tRNA and related compounds) inhibitor. It is a hydroxamic acid and a methionine derivative. It derives from a methionine. CSCCC(C(=O)NO)N